4-(3-cyanophenyl)pyrrolidine-2-carboxamide dihydrochloride Cl.Cl.C(#N)C=1C=C(C=CC1)C1CC(NC1)C(=O)N